FC(C1=NN(C=C1NC(=O)C=1C=NN2C1N=C(C=C2)N2CCOCC2)C2CCNCC2)F N-(3-(difluoromethyl)-1-(piperidin-4-yl)-1H-pyrazol-4-yl)-5-morpholinopyrazolo[1,5-a]Pyrimidine-3-carboxamide